OC1CCC(CC1)(C(=O)OCC1=CC=CC=C1)OC Benzyl (1s,4s)-4-hydroxy-1-methoxycyclohexane-1-carboxylate